IC1=CC=C(C=C1)C1=[C-]N=C(S1=O)S(=O)(=O)O (4-iodophenyl)-2-sulfo-4-thiazolidone